NC(C(=O)O)(CCCCCC)N amino-2-aminocaprylic acid